2-(3-hydroxy-4-octyloxyphenyl)-2H-benzotriazole OC=1C=C(C=CC1OCCCCCCCC)N1N=C2C(=N1)C=CC=C2